ClCCOC1=C(C=CC=C1)S(=O)(=O)NC(=O)NC1=NC(=NC(=N1)OC)C 1-[2-(2-Chloroethoxy)phenyl]sulfonyl-3-(4-methoxy-6-methyl-1,3,5-triazin-2-yl)urea